FC1=C(C(=O)NC=2SC=C(N2)C(C)(C#C)C2=CC=C(C=C2)F)C(=CC(=C1)N1CC(NCC1)CO)F 2,6-difluoro-N-(4-(2-(4-fluorophenyl)but-3-yn-2-yl)thiazol-2-yl)-4-(3-(hydroxymethyl)piperazin-1-yl)benzamide